triethanolamine carbon [C].N(CCO)(CCO)CCO